isoeicosene C=CCCCCCCCCCCCCCCCC(C)C